(R)-4-(1-((S)-2-(4-chlorophenyl)-3-(isopropylamino)propionyl)piperidin-4-yl)-5-methyl-5,8-dihydropyrido[2,3-d]pyrimidin-7(6H)-one ClC1=CC=C(C=C1)[C@H](C(=O)N1CCC(CC1)C=1C2=C(N=CN1)NC(C[C@H]2C)=O)CNC(C)C